CN(C)C=CC=C N,N-dimethylamino-1,3-butadiene